N'-(tert-butyldimethylsilyl)-4-((dimethylamino)methyl)-2-fluorobenzenesulfonimidamide [Si](C)(C)(C(C)(C)C)N=S(=O)(N)C1=C(C=C(C=C1)CN(C)C)F